3-bromo-N-(3-chloro-4-(1-((2-(trimethylsilyl)ethoxy)methyl)-1H-pyrazol-4-yl)phenyl)-1-methyl-1H-1,2,4-triazol-5-amine BrC1=NN(C(=N1)NC1=CC(=C(C=C1)C=1C=NN(C1)COCC[Si](C)(C)C)Cl)C